N-(3-((4-(4-(7-fluoroquinolin-4-yl)piperazin-1-carbonyl)piperidin-1-yl)sulfonyl)phenyl)acetamide FC1=CC=C2C(=CC=NC2=C1)N1CCN(CC1)C(=O)C1CCN(CC1)S(=O)(=O)C=1C=C(C=CC1)NC(C)=O